C1(=CC=CC=C1)C1(CC1)C=1NC(=CN1)C(=O)[O-] 2-(1-phenylcyclopropyl)-1H-imidazole-5-carboxylate